C(=O)=C1CCC(CC1)C1=CC=C(OC=2C=CC=CC2)C=C1 3-[4-(4-carbonyl-cyclohexyl)-phenoxy]benzene